C(CCCC)NC(OC1=CC(=CC=C1)C=1C=NC=C(C1)C=1OC=CN1)=O 3-(5-(oxazol-2-yl)pyridin-3-yl)phenyl pentylcarbamate